4,6-dichloro-N-[4-fluoro-5-[4-(3-morpholinopropylcarbamoyl)triazol-1-yl]-2-[(3R,5S)-3,4,5-trimethylpiperazin-1-yl]phenyl]-5-methyl-pyridine-3-carboxamide ClC1=C(C=NC(=C1C)Cl)C(=O)NC1=C(C=C(C(=C1)N1N=NC(=C1)C(NCCCN1CCOCC1)=O)F)N1C[C@H](N([C@H](C1)C)C)C